FC1=CC=C(C=C1)N\C(\C1=CC=CC=C1)=N\OC(C1=CC=C(C=C1)C(F)(F)F)=O (E)-N-(4-fluorophenyl)-N'-((4-(trifluoromethyl)benzoyl)oxy)benzimidamide